N-(3-((2-(1-amino-1,3-dihydrospiro[indene-2,4'-piperidin]-1'-yl)cyclopenta[cd]indene-5-yl)thio)-2-chlorophenyl)-2-chloro-3-fluorobenzamide NC1C2=CC=CC=C2CC12CCN(CC2)C=2CC=1C=CC(=C3C1C2C=C3)SC=3C(=C(C=CC3)NC(C3=C(C(=CC=C3)F)Cl)=O)Cl